C(\C=C\C1CC=C(C=C1)O)(=O)O dihydrop-coumaric acid